FC1([C@H]([C@H](NC1=O)COC1=NC=CC2=CC(=C(C=C12)OC(C)C)C(=O)N)C)F 1-{[(2S,3S)-4,4-difluoro-3-methyl-5-oxopyrrolidin-2-yl]methoxy}-7-(propan-2-yloxy)isoquinoline-6-carboxamide